(S)-4-((dimethylamino)methyl)-N'-((1,2,3,5,6,7-hexahydrodicyclopenta[b,e]pyridin-8-yl)carbamoyl)-N-methylbenzenesulfonimidamide CN(C)CC1=CC=C(C=C1)[S@@](=O)(NC)=NC(NC1=C2C(=NC3=C1CCC3)CCC2)=O